C(C)(C)(C)C(C)(C)C1=CC=C(C(=O)C2=CC=CC=C2)C=C1 4-(1-t-butyl-1-methylethyl)benzophenone